ClC=1C=C2C(C(=CN(C2=CC1N1CC2=NC=CC=C2C1)CC=1C=NN(C1)C)C(=O)O)=O 6-chloro-7-(5,7-dihydro-6H-pyrrolo[3,4-b]pyridin-6-yl)-1-((1-methyl-1H-pyrazol-4-yl)-methyl)-4-oxo-1,4-dihydroquinoline-3-carboxylic acid